N1CCNCCNCCNCCCC1 1,4,7,10-tetra-azacyclotetradecane